ClC1=NC=CC(=C1F)C(=O)C(C(=O)OCC)=CNCC1=CC=C(C=C1)OC ethyl 2-(2-chloro-3-fluoro-pyridine-4-carbonyl)-3-[(4-methoxyphenyl) methyl-amino]-prop-2-enoate